COC1=C(C=C(C(=N1)N1CCN(CC1)C)C(C(=O)N)=C)NC1=NC=CC(=N1)C1=CN(C2=CC=CC=C12)C 6-methoxy-5-((4-(1-methyl-1H-indol-3-yl)pyrimidin-2-yl)amino)-2-(4-methylpiperazine-1-yl)pyridin-3-yl-acrylamide